Sodium Dihydrogenphosphate Monohydrate O.P(=O)(O)(O)[O-].[Na+]